1-(3-((((2S,3R,4R,5R)-2,3,4,5,6-pentahydroxyhexyl)amino)methyl)azetidin-1-yl)ethan-1-one O[C@@H](CNCC1CN(C1)C(C)=O)[C@H]([C@@H]([C@@H](CO)O)O)O